5-(5-bromo-2-chlorophenyl)-2-phenylpyridine BrC=1C=CC(=C(C1)C=1C=CC(=NC1)C1=CC=CC=C1)Cl